cesium aluminium silicate [Si]([O-])([O-])([O-])[O-].[Al+3].[Cs+]